3-mercapto-1,2-Propanediol SCC(CO)O